3-((3-chloro-2-methylphenyl)(methyl)carbamoyl)bicyclo[1.1.1]pentan-1-yl (1-(4-(2,6-dioxopiperidin-3-yl)-3,5-difluorophenyl)azetidin-3-yl)carbamate O=C1NC(CCC1C1=C(C=C(C=C1F)N1CC(C1)NC(OC12CC(C1)(C2)C(N(C)C2=C(C(=CC=C2)Cl)C)=O)=O)F)=O